ClC1=CC=C(CN2N=C3C4=C(CCC3=C2)OC(=C4C)C(=O)NCCCOC)C=C1 2-(4-chlorobenzyl)-N-(3-methoxypropyl)-8-methyl-4,5-dihydro-2H-furo[2,3-g]indazole-7-carboxamide